methoxy(cyclooctadiene) rhodium [Rh].COC1=CC=CCCCC1